trans-alpha-bisabolene CC1=CCC(CC1)/C(=C/CC=C(C)C)/C